OC1=C(C(/C=C/C2=CC(=C(C=C2)O)CC=C)=O)C=CC(=C1CC=C)O 2',4',4-trihydroxy-3,3'-diallyl-chalcone